2-amino-5-methylthiazolo[5,4-d]pyrimidin-7(6H)-one NC=1SC=2N=C(NC(C2N1)=O)C